(6S,9S,12S,15S,18R,19R)-9-(aminomethyl)-19-hexyl-12-indan-2-yl-16,18-dimethyl-15-propyl-6-[(1S)-1-hydroxyethyl]-1-oxa-4,7,10,13,16-pentazacyclononadecane-2,5,8,11,14,17-hexone NC[C@H]1C(N[C@H](C(NCC(O[C@@H]([C@H](C(N([C@H](C(N[C@H](C(N1)=O)C1CC2=CC=CC=C2C1)=O)CCC)C)=O)C)CCCCCC)=O)=O)[C@H](C)O)=O